tert-Butyl (4-(6-((2-amino-2-oxo-1-phenylethyl)thio)-3,5-dicyano-4-ethylpyridin-2-yl)piperazin-1-yl)carbamate NC(C(C1=CC=CC=C1)SC1=C(C(=C(C(=N1)N1CCN(CC1)NC(OC(C)(C)C)=O)C#N)CC)C#N)=O